C1(=CC=CC=C1)P(C1=C(C2=CC=CC=C2C=C1)C1=C(C=CC2=CC=CC=C12)P(C1=CC=CC=C1)C1=CC=CC=C1)C1=CC=CC=C1 racemic-2,2'-Bis(diphenylphosphino)-1,1-binaphthyl